((2S,5S)-9-(pyridin-3-ylethynyl)-2,3-dihydro-2,5-methanopyrido[3,4-f][1,4]oxazepin-4(5H)-yl)(4-(trifluoromethyl)bicyclo[2.2.1]heptan-1-yl)methanone N1=CC(=CC=C1)C#CC1=CN=CC=2[C@H]3N(C[C@@H](OC21)C3)C(=O)C32CCC(CC3)(C2)C(F)(F)F